1-(2-Chloropyridin-4-yl)azetidin-3-yl 4-(azetidin-1-yl)-2-methyl-5,7-dihydro-6H-pyrrolo[3,4-d]pyrimidine-6-carboxylate N1(CCC1)C=1C2=C(N=C(N1)C)CN(C2)C(=O)OC2CN(C2)C2=CC(=NC=C2)Cl